OC=1C(NC=NC1CN1C(N(C(C1)C1=CC=C(C=C1)C#CC1=CC=C(C=C1)CN1CC(CC1)O)C(C)C)=O)=O 5-Hydroxy-6-((4-(4-((4-((3-hydroxypyrrolidin-1-yl)methyl)phenyl)ethynyl)phenyl)-3-isopropyl-2-Oxoimidazolin-1-yl)methyl)pyrimidin-4(3H)-one